O1CCN(CC1)C=1C=C(OC2CCN(CC2)C(=O)N2C[C@@H]3[C@@H](OCC(N3)=O)CC2)C=CC1C(F)(F)F (4aR,8aS)-6-(4-(3-Morpholino-4-(trifluoromethyl)phenoxy)piperidine-1-carbonyl)hexahydro-2H-pyrido[4,3-b][1,4]oxazin-3(4H)-one